(rac)-4-(4-Chlorophenyl)-1-(3-(pyridin-4-yl)-1H-pyrazol-5-yl)piperidine-2,6-dione ClC1=CC=C(C=C1)C1CC(N(C(C1)=O)C1=CC(=NN1)C1=CC=NC=C1)=O